CC1(CCS(CC1)(=O)=O)NC(=O)C1=NN2C(C=CC=C2)=C1 N-(4-methyl-1,1-dioxidotetrahydro-2H-thiopyran-4-yl)pyrazolo[1,5-a]pyridine-2-carboxamide